NC1(CCC1)C(=O)[O-] aminocyclobutane-1-carboxylate